1,3-dioxolane phosphate P(=O)(O)(O)O.O1COCC1